C(C)(C)(C)NC(=O)C1=NC=CC(=C1)NC(CC1=C(C=C(C(=C1)O)C(C)(C)C)F)=O N-tert-butyl-4-[[2-(4-tert-butyl-2-fluoro-5-hydroxy-phenyl)acetyl]amino]pyridine-2-carboxamide